3-hydroxy-2-methyl-N-(4-picolyl)benzamide OC=1C(=C(C(=O)NCC2=CC=NC=C2)C=CC1)C